6,6'-(((((4-isothiocyanatophenethyl)azanediyl)-bis(ethane-2,1-diyl))bis((carboxymethyl)azanediyl))bis(methylene))dipicolinic acid N(=C=S)C1=CC=C(CCN(CCN(CC(=O)O)CC2=CC=CC(=N2)C(=O)O)CCN(CC(=O)O)CC2=CC=CC(=N2)C(=O)O)C=C1